BrC1=CC2=C(CC(O2)=O)C(=C1)F 6-bromo-4-fluorobenzofuran-2(3H)-one